1,4-di-n-heptyl-terephthalamide neopentyl-((2,6-dihydroxy-5'-methyl-4-pentyl-2'-(prop-1-en-2-yl)-[1,1'-biphenyl]-3-yl)methyl)(methyl)carbamate C(C(C)(C)C)OC(N(C)CC=1C(=C(C(=CC1CCCCC)O)C1=C(C=CC(=C1)C)C(=C)C)O)=O.C(CCCCCC)C1(C(=O)N)C=CC(C(=O)N)(C=C1)CCCCCCC